3-(4-amino-1-oxoisoindolin-2-yl)-1-ethylpiperidine-2,6-dione hydrochloride Cl.NC1=C2CN(C(C2=CC=C1)=O)C1C(N(C(CC1)=O)CC)=O